2-[4-({8,9-dimethoxy-1H,2H,4H,5H-oxepino[4,5-b]quinolin-11-yl}amino)piperidin-1-yl]ethan-1-ol COC=1C(=CC=2C(=C3C(=NC2C1)CCOCC3)NC3CCN(CC3)CCO)OC